5-(2,2-Difluorocyclopropyl)-4-formyl-7-methyl-1H-indole-1-carboxylic acid tert-butyl ester C(C)(C)(C)OC(=O)N1C=CC2=C(C(=CC(=C12)C)C1C(C1)(F)F)C=O